ClC1=C(C=CC=C1F)C1=CC=CC2=C1NC(=NS2(=O)=O)NCC=2C(N(C=CC2)C)=O 3-(((5-(2-chloro-3-fluorophenyl)-1,1-dioxido-4H-benzo[e][1,2,4]thiadiazin-3-yl)amino)methyl)-1-methylpyridin-2(1H)-one